2-[3-methoxy-4-(1H-pyrazol-4-yl)phenyl]-8-(pyridine-3-carbonyl)-2,8-diazaspiro[4.5]decan-1-one COC=1C=C(C=CC1C=1C=NNC1)N1C(C2(CC1)CCN(CC2)C(=O)C=2C=NC=CC2)=O